OC[C@H]1C(N(CCO1)C=1N=NC(=CC1)C1=C(C=C(C=C1C)C(F)(F)F)O)=O (2S)-2-(hydroxymethyl)-4-[6-[2-hydroxy-6-methyl-4-(trifluoromethyl)phenyl]pyridazin-3-yl]morpholin-3-one